(R)-6-(1-isopropylpiperidin-4-yl)-7-methoxy-N-(1-(2-methyl-3-(trifluoromethyl)phenyl)ethyl)pyrido[2,3-d]pyrimidin-4-amine C(C)(C)N1CCC(CC1)C1=CC2=C(N=CN=C2N[C@H](C)C2=C(C(=CC=C2)C(F)(F)F)C)N=C1OC